1-[2-(1-methyl-1H-pyrazol-4-yl)-4-(trifluoromethyl)phenyl]pyrido[3,4-d]pyridazin-4-amine CN1N=CC(=C1)C1=C(C=CC(=C1)C(F)(F)F)C1=C2C(=C(N=N1)N)C=NC=C2